FC1=C(CN2C(C3=NC=CC=C3C2=O)([2H])[2H])C(=CC(=C1)C=1C2=CN(N=C2C(=CC1)F)C)OCC(C)C 6-(2-fluoro-4-(7-fluoro-2-methyl-2H-indazol-4-yl)-6-isobutoxybenzyl)-6,7-dihydro-5H-pyrrolo[3,4-b]pyridin-5-one-7,7-d2